C12C(C3CC(CC(C1)C3)C2)NC(CN2C(C(=CC=C2)NC([C@H](CCC(C(=O)NC)=O)NC(=O)C=2NC3=CC=CC=C3C2C)=O)=O)=O (S)-N1-(1-(2-(2-adamantylamino)-2-oxoethyl)-2-oxo-1,2-dihydropyridin-3-yl)-N6-methyl-2-(3-methyl-1H-indole-2-carboxamido)-5-oxohexanediamide